O1C=C(C=C1)C=1C2=C(N=C(N1)N1CCOCC1)N(CC2)C=2C=NC=CC2 4-(4-(furan-3-yl)-7-(pyridin-3-yl)-6,7-dihydro-5H-pyrrolo[2,3-d]pyrimidin-2-yl)morpholine